CC(C)(C1=CC=C(C=C1)S(=O)(=O)C)NC1=NC=C(C=N1)C=1C=C(C(=O)N)C=CC1 3-[2-({1-methyl-1-[4-(methylsulfonyl)phenyl]ethyl}amino)pyrimidin-5-yl]benzamide